BrCC(=O)C1=CC(=C(C=C1)C)C 2-bromo-1-(3,4-dimethylphenyl)ethanone